6-hydroxy-3-methyl-1H-indole-2-carboxylic acid OC1=CC=C2C(=C(NC2=C1)C(=O)O)C